5-Methyl-3-(5-methyl-2-propan-2-ylphenoxy)-2-propan-2-ylphenol CC=1C=C(C(=C(C1)O)C(C)C)OC1=C(C=CC(=C1)C)C(C)C